(R)-5-(5-methyl-3-(((4-methylmorpholin-2-yl)methyl)amino)-1,2,4-triazin-6-yl)benzothiophene-4-ol CC=1N=C(N=NC1C1=CC=C2C(C=CS2)=C1O)NC[C@@H]1CN(CCO1)C